NC=1C=2N(C=CN1)C(=NC2C2=CC=C(C=C2)OC2=CC=CC=C2)C21CCC(CC2)(C1)NC(=O)C1(COC1)C N-(4-(8-amino-1-(4-phenoxyphenyl)imidazo[1,5-a]pyrazin-3-yl)bicyclo[2.2.1]heptan-1-yl)-3-methyloxetane-3-carboxamide